8-methoxy-2-(trifluoromethyl)-3-[3-(3,3,3-trifluoropropyl)-1,2-oxazol-5-yl]-4H-pyrido[1,2-a]pyrimidin-4-one COC1=CC=2N(C(C(=C(N2)C(F)(F)F)C2=CC(=NO2)CCC(F)(F)F)=O)C=C1